((5-chloro-2-cyclobutoxyphenyl)amino)-2-oxoacetic acid methyl ester COC(C(=O)NC1=C(C=CC(=C1)Cl)OC1CCC1)=O